N1C=C(C2=CC=CC=C12)C1=C(C[C@H](N)C(=O)O)C2=CC=CC=C2N1 2-3-indolyl-(tryptophan)